1-(5-(3-(4-(2,6-dichloro-3,5-dimethoxyphenyl)-8-(methylamino)-[1,2,4]triazolo[1',5':1,6]pyrido[2,3-d]pyrimidin-2-yl)propyl)-2,5-diazabicyclo[2.2.1]heptan-2-yl)prop-2-en-1-one ClC1=C(C(=C(C=C1OC)OC)Cl)C1=CC=2C(=NC(=NC2)NC)N2C1=NC(=N2)CCCN2C1CN(C(C2)C1)C(C=C)=O